BrC=1C=C2N=C(C(N(C2=CC1Cl)C1CCNCC1)=O)OCCN(C)C 6-Bromo-7-chloro-3-(2-(dimethylamino)ethoxy)-1-(piperidin-4-yl)quinoxalin-2(1H)-one